(S)-2-((2-(2,6-difluoro-4-(methylcarbamoyl)phenyl)-7-methylimidazo[1,2-a]pyridin-3-yl)methyl)piperazine-4-carboxylic acid methyl ester COC(=O)N1C[C@@H](NCC1)CC1=C(N=C2N1C=CC(=C2)C)C2=C(C=C(C=C2F)C(NC)=O)F